N1=C(C=C(C=C1)CO)C1=NC=CC(=C1)CO 2,2'-bipyridyl-4,4'-dimethanol